FC1=C(C=CC=C1F)[C@@H](CC1=NC(=NC(=N1)N[C@@H](CO)CC(C)C)NS(=O)(=O)C)CC N-(4-((R)-2-(2,3-Difluorophenyl)butyl)-6-(((R)-1-hydroxy-4-methylpentan-2-yl)amino)-1,3,5-triazin-2-yl)methanesulfonamide